C(C(C)C)C=1C(=C2C(C(=NN(C2=CC1)C1=CC=C(C=C1)OC(F)(F)F)C(=O)O)=O)S(=O)(=O)C 6-isobutyl-5-methylsulfonyl-4-oxo-1-[4-(trifluoromethoxy)phenyl]cinnoline-3-carboxylic acid